COC([C@@H](N)CC1=CN(C=N1)C(C1=CC=CC=C1)(C1=CC=CC=C1)C1=CC=CC=C1)=O N'-trityl-L-histidine methyl ester